2-hydroxycarbonyl-2-biphenyloxycarbonylmethyl-bicyclo[2.2.1]Hept-5-ene OC(=O)C1(C2C=CC(C1)C2)CC(=O)OC=2C(=CC=CC2)C2=CC=CC=C2